ClC1=CC=C(C=C1)NS(=O)(=O)C1=CC(=[N+](C=C1C)[O-])NC(=O)C=1OC(=CN1)C1=CC=CC=C1 4-(N-(4-chlorophenyl)sulfamoyl)-5-methyl-2-(5-phenyloxazole-2-carboxamido)pyridine 1-oxide